tert-butyl 3-[[5-(7-cyano-1H-indol-3-yl)-3-(methylthio)pyrazin-2-yl]oxy]pyrrolidine-1-carboxylate C(#N)C=1C=CC=C2C(=CNC12)C=1N=C(C(=NC1)OC1CN(CC1)C(=O)OC(C)(C)C)SC